methyl cis-3-((methylsulfonyl)amino)-2-(3-(trifluoromethyl)benzyl)piperidine-1-carboxylate CS(=O)(=O)N[C@@H]1[C@@H](N(CCC1)C(=O)OC)CC1=CC(=CC=C1)C(F)(F)F